1-chloro-7-isobutoxy-4-(o-tolyl)isoquinoline ClC1=NC=C(C2=CC=C(C=C12)OCC(C)C)C1=C(C=CC=C1)C